FC=1C=C(CN2N=CC3=CC=C(C=C23)C=2CC(C(N(C2)C)=O)=NC)C=CC1F 5-(1-(3,4-difluorobenzyl)-1H-indazol-6-yl)-1-methyl-3-(methylimino)pyridine-2(1H)-one